cyclohexenylquinazolin-4-amine C1(=CCCCC1)C1=NC2=CC=CC=C2C(=N1)N